ClC1=C(C=CC=C1C1N(CCC2=C1SC(=N2)C(=O)N)C2COC2)C2=C(C(=CC=C2)C2N(CCC1=C2SC(=N1)C(=O)N)C1COC1)Cl (2,2'-dichloro-[1,1'-biphenyl]-3,3'-diyl)bis(5-(oxetan-3-yl)-4,5,6,7-tetrahydrothiazolo[5,4-c]pyridine-2-carboxamide)